4-((4-(1H-pyrazol-5-yl)phenyl)ethynyl)-N-((2S,3R)-3-hydroxy-1-(hydroxyamino)-1-oxobutan-2-yl)benzamide N1N=CC=C1C1=CC=C(C=C1)C#CC1=CC=C(C(=O)N[C@H](C(=O)NO)[C@@H](C)O)C=C1